5-(3-((tert-butyldiphenylsilyl)oxy)-4,5-dimethoxyphenyl)pentan-1-ol [Si](C1=CC=CC=C1)(C1=CC=CC=C1)(C(C)(C)C)OC=1C=C(C=C(C1OC)OC)CCCCCO